C(C)OC(=O)C=1N=CC=2CN(CCC2C1)C1=CC(=CC=C1)F 7-(3-fluorophenyl)-5,6,7,8-tetrahydro-2,7-naphthyridine-3-carboxylic acid ethyl ester